6-(4-formyl-1H-indazol-1-yl)-4-methoxypyridine-3-carbonitrile C(=O)C1=C2C=NN(C2=CC=C1)C1=CC(=C(C=N1)C#N)OC